OCCN(C1=CC=CC=C1)CCO N,N-di-(2-hydroxyethyl)aniline